OC(C)C=1C=C(C=CC1)NC(C(CN1C(C=CC2=C1N=C(N=C2)N[C@@H](C)C2=CC=CC=C2)=O)(C)C)=O N-[3-(1-Hydroxyethyl)phenyl]-2,2-dimethyl-3-[7-oxo-2-{[(1S)-1-phenylethyl]amino}pyrido[2,3-d]pyrimidin-8(7H)-yl]propanamid